N=1C=CN2C1N=CC(=C2)C=2C=CN1N=C(N=CC12)NC1CC2(CNC2)C1 5-(imidazo[1,2-a]pyrimidin-6-yl)-N-(2-azaspiro[3.3]heptan-6-yl)pyrrolo[2,1-f][1,2,4]triazin-2-amine